3-(5-hydroxy-3-methyl-1H-pyrazol-1-yl)benzoic acid OC1=CC(=NN1C=1C=C(C(=O)O)C=CC1)C